FC(C1=CC=C(C=N1)OC1CC2(CN(C2)C(=O)N2C[C@@H](CC2)C(=O)N)C1)(F)F (3R)-1-[6-[[6-(Trifluoromethyl)-3-pyridyl]oxy]-2-azaspiro[3.3]heptane-2-carbonyl]pyrrolidine-3-carboxamide